COC(=O)N[C@@H](C(=O)O)C(C)C (R)-2-(methoxycarbonyl)amino-3-methylbutyric acid